((3-fluoro-6-(hydroxymethyl)pyridin-2-yl)oxy)piperidine-1-carboxylic acid tert-butyl ester C(C)(C)(C)OC(=O)N1C(CCCC1)OC1=NC(=CC=C1F)CO